COCC=1C(=CC=2[C@@H]3N(N4C(C2C1)=CC(C(=C4)C(=O)O)=O)C(CC3)(C)C)OCCN3N=C4N(C=CC=C4)C3=O (R)-11-(methoxymethyl)-3,3-dimethyl-8-oxo-12-(2-(3-oxo-[1,2,4]triazolo[4,3-a]pyridin-2(3H)-yl)ethoxy)-2,3,8,13b-tetrahydro-1H-pyrido[2,1-a]pyrrolo[1,2-c]phthalazine-7-carboxylic acid